C(CCCCC)(=O)OCCCN(C(/C=C/C(NCCNCCN(C)C)=O)=O)CCCOC(CCCCC)=O (E)-13-(3-(hexanoyloxy) propyl)-2-methyl-9,12-dioxo-2,5,8,13-tetraazahexadec-10-en-16-yl hexanoate